ClC=1C=C(C=CC1)S(=O)(=O)N1CCSC2=C1C=C(C=C2)C(=O)NC2=CC=C(C(=O)O)C=C2 4-{[4-(3-Chloro-benzenesulfonyl)-3,4-dihydro-2H-benzo[1,4]thiazine-6-carbonyl]-amino}-benzoic acid